N-(6-fluoro-quinolin-8-yl)-3,5-dimethoxy-benzenesulfonamide FC=1C=C2C=CC=NC2=C(C1)NS(=O)(=O)C1=CC(=CC(=C1)OC)OC